2-tert.-butylcyclohexylacetate C(C)(C)(C)C1C(CCCC1)CC(=O)[O-]